5-(2-aminoethyl)-2-methoxy-phenol NCCC=1C=CC(=C(C1)O)OC